C(C)(C)(C)OC(=O)N1CC(CC1)C1=CC2=C(C(N1CC1=CC=C(C=C1)OC)=O)C(=NN2COCC[Si](C)(C)C)C(F)(F)F 3-(5-(4-methoxybenzyl)-4-oxo-3-(trifluoromethyl)-1-((2-(trimethylsilyl)ethoxy)methyl)-4,5-dihydro-1H-pyrazolo[4,3-c]pyridin-6-yl)pyrrolidine-1-carboxylic acid tert-butyl ester